ClC1=NC=C(C=C1C#N)O 2-chloro-5-hydroxy-pyridine-3-carbonitrile